(4-(4-((1,1-dioxidotetrahydro-2H-thiopyran-4-yl)amino)-1-(2,2,2-trifluoroethyl)-1H-indol-2-yl)benzyl)carbamate O=S1(CCC(CC1)NC1=C2C=C(N(C2=CC=C1)CC(F)(F)F)C1=CC=C(CNC([O-])=O)C=C1)=O